BrC=1C=C(NC1)C(=O)OC methyl 4-bromo-1H-pyrrole-2-carboxylate